N-[[4-[5-(difluoromethyl)-1,3,4-oxadiazol-2-yl]-2-fluoro-phenyl]methyl]-N-(4-fluorophenyl)-1-imino-2,6-dimethyl-1-oxo-1,4-thiazinan-4-carboxamide FC(C1=NN=C(O1)C1=CC(=C(C=C1)CN(C(=O)N1CC(S(C(C1)C)(=O)=N)C)C1=CC=C(C=C1)F)F)F